diaminoethyl-copper NC(C[Cu])N